4-(5-methyl-2-thienyl)-2-nitro-aniline CC1=CC=C(S1)C1=CC(=C(N)C=C1)[N+](=O)[O-]